C(C)(C)NS(=O)(=O)C1=C(C=C(C=C1CCC)OC)OC N-isopropyl-2,4-dimethoxy-6-propyl-benzenesulfonamide